C(C)(C)[Si](C#CC1=CC(=CC2=CC=CC(=C12)B1OC(C(O1)(C)C)(C)C)O[Si](C(C)C)(C(C)C)C(C)C)(C(C)C)C(C)C triisopropyl((8-(4,4,5,5-tetramethyl-1,3,2-dioxaborolan-2-yl)-3-((triisopropylsilyl)oxy)naphthalen-1-yl)ethynyl)silane